C1(=CC=CC=C1)CCCN1C(=NC2=C1C=CC=C2C(=O)N)C2=C(C=CC=C2)C (3-phenylpropyl)-2-(o-tolyl)-1H-benzo[d]Imidazole-4-carboxamide